C(C)(C)N1CCNC2=C(C1=O)C=CC(=C2)C(=O)O 4-isopropyl-5-oxo-2,3,4,5-tetrahydro-1H-benzo[e][1,4]diazepine-8-carboxylic acid